ClC1=C(C=CC(=C1)C)[C@@H](C)NC1=CC(=NC=2N1N=CC2)N2CCC(CC2)[C@@H]2CN(CCC2)C2CC(C2)(C(=O)O)C (1R,3r)-3-((R)-1'-(7-(((R)-1-(2-chloro-4-methylphenyl)ethyl)amino)pyrazolo[1,5-a]pyrimidin-5-yl)-[3,4'-bipiperidin]-1-yl)-1-methylcyclobutane-1-carboxylic acid